(S)-N-(1-(5-chloro-3-methyl-7-morpholino-3H-imidazo[4,5-b]pyridin-2-yl)-2-methylpropyl)acetamide ClC1=CC(=C2C(=N1)N(C(=N2)[C@H](C(C)C)NC(C)=O)C)N2CCOCC2